8-[(1S)-1-Chloroethyl]-3,6-dimethyl-2-(3-pyridyl)chromen-4-one Cl[C@@H](C)C=1C=C(C=C2C(C(=C(OC12)C=1C=NC=CC1)C)=O)C